N1C(NC2C1CCCC2)=O octahydro-2H-benzo[d]imidazol-2-one